C[C@@H]1OCC2=C1N=C(N=C2N2C[C@@H]1C([C@@H]1C2)CC(=O)O)N2[C@H](CC2)C 2-((1r,5S,6S)-3-((S)-7-methyl-2-((S)-2-methylazetidin-1-yl)-5,7-dihydrofuro[3,4-d]pyrimidin-4-yl)-3-azabicyclo[3.1.0]hexane-6-yl)acetic acid